NC1=C(C=2C(=NC(=C(C2)C)C)N1C1=C(C(=CC=C1C)O)C)C(=O)NCCS(=O)(=O)C 2-Amino-1-(3-hydroxy-2,6-dimethylphenyl)-5,6-dimethyl-N-(2-(methylsulfonyl)ethyl)-1H-pyrrolo[2,3-b]pyridine-3-carboxamide